C(C)N1C=NC=2C1=NC(=CC2N2C[C@H](N(C[C@@H]2C)C(=O)OC(C)(C)C)C)O tert-butyl (2R,5S)-4-(3-ethyl-5-hydroxy-3H-imidazo[4,5-b]pyridin-7-yl)-2,5-dimethylpiperazine-1-carboxylate